C(=O)C=1C=C(C=CC2=CCCC(C2)(C)C)C=CC1O 3-(3-formyl-4-hydroxystyryl)-5,5-dimethylcyclohex-2-ene